(thiophen-3-yl)phenol hydrochloride Cl.S1C=C(C=C1)C1=C(C=CC=C1)O